2-(8-(Cyclopropylmethyl)-1,4-dioxaspiro[4.5]decan-8-yl)ethyl methanesulfonate CS(=O)(=O)OCCC1(CCC2(OCCO2)CC1)CC1CC1